ClC=1C=C2C=C(NC2=CC1OCC=1N=CSC1)CNC([C@H](C)F)=O (S)-N-((5-chloro-6-(thiazol-4-ylmethoxy)-1H-indol-2-yl)methyl)-2-fluoropropanamide